2-[(4R)-4-(aminomethyl)-3,4-dihydro-2H-1-benzopyran-7-yl]benzonitrile NC[C@@H]1CCOC2=C1C=CC(=C2)C2=C(C#N)C=CC=C2